5-chloro-N2-(3-methylisothiazol-5-yl)-N4-((3R,5S)-5-methylpyrrolidin-3-yl)-7H-pyrrolo[2,3-d]pyrimidine-2,4-diamine ClC1=CNC=2N=C(N=C(C21)N[C@H]2CN[C@H](C2)C)NC2=CC(=NS2)C